tert-butyl (3R,4S)-4-(4-amino-3-(4-phenoxyphenyl)-1H-pyrazolo[3,4-d]pyrimidin-1-yl)-3-fluoro-[1,4'-bipiperidine]-1'-carboxylate NC1=C2C(=NC=N1)N(N=C2C2=CC=C(C=C2)OC2=CC=CC=C2)[C@@H]2[C@@H](CN(CC2)C2CCN(CC2)C(=O)OC(C)(C)C)F